9-(2,3-dichloro-6-hydroxyphenyl)-decahydropyrido[1,2-a][1,4]diazepine-1,5-dione ClC1=C(C(=CC=C1Cl)O)C1CC2N(C(CCNC2=O)=O)CC1